ClC=1C(=CC(=C(OCCC(=O)O)C1)C1OC2=C(C=CC=C2C(C1)=O)Cl)OC 3-[5-chloro-2-(8-chloro-4-oxo-chroman-2-yl)-4-methoxy-phenoxy]propionic acid